BrC1=CC=C(S1)C=O 5-bromo-2-thiophenecarboxaldehyde